FC(CCCCCCCCCCCCCCC[Mg]Br)(F)F (16,16,16-trifluorohexadecyl)magnesium bromide